CC1=C(C=CC=C1)C(C(=O)C1=CC=2C(C3=CC=CC=C3C2C=C1)(CCC)CCC)=NO 2-[2-methylphenyl-(hydroxyimino)acetyl]-9,9-di-n-propylfluorene